Trans-2,2-dichloro-N-(4-chloro-3-(2-phenylhydrazine-1-carbonyl)phenyl)-3-(3,5-dichlorophenyl)cyclopropane-1-carboxamide tert-butyl-4-(2-methoxypyrimidin-5-yl)piperazine-1-carboxylate C(C)(C)(C)OC(=O)N1CCN(CC1)C=1C=NC(=NC1)OC.ClC1([C@H]([C@@H]1C1=CC(=CC(=C1)Cl)Cl)C(=O)NC1=CC(=C(C=C1)Cl)C(=O)NNC1=CC=CC=C1)Cl